NC=1C(=C(OC=2C=C3C(N(C=NC3=CC2)C2COC3(C2)CCN(CC3)C(=O)OC(C)(C)C)=O)C(=CC1)F)F tert-butyl 3-[6-(3-amino-2,6-difluoro-phenoxy)-4-oxo-quinazolin-3-yl]-1-oxa-8-azaspiro[4.5]decane-8-carboxylate